CC1=C(C(=CC=C1)C)NC1=NN(C2=NC(=NC=C21)NC=2C=C1CN(CC1=CC2)CC2CCN(CC2)C=2C=CC1=C(N=NNC1=O)C2)C 7-(4-((5-((3-((2,6-dimethylphenyl)amino)-1-methyl-1H-pyrazolo[3,4-d]pyrimidin-6-yl)amino)isoindolin-2-yl)methyl)piperidin-1-yl)-4-oxobenzo[d][1,2,3]triazin